7-[5-chloranyl-2-[2-[2,6-di(methyl)-4-oxidanylidene-7,8-dihydro-5H-pyrido[4,3-d]pyrimidin-3-yl]ethoxy]phenyl]-5-methyl-N-methylsulfonyl-thieno[3,2-b]pyridine-3-carboxamide ClC=1C=CC(=C(C1)C1=C2C(=NC(=C1)C)C(=CS2)C(=O)NS(=O)(=O)C)OCCN2C(=NC1=C(C2=O)CN(CC1)C)C